((E)-3-(4-((1-(4-((6-amino-2-butoxy-8-hydroxy-9H-purin-9-yl)methyl)phenyl)-1,17-dioxo-6,9,12-trioxa-2,16-diazaeicosan-20-yl)oxy)-3-methoxyphenyl)acryloyl)glycyl-L-valyl-D-glutamic acid NC1=C2N=C(N(C2=NC(=N1)OCCCC)CC1=CC=C(C=C1)C(NCCCOCCOCCOCCCNC(CCCOC1=C(C=C(C=C1)/C=C/C(=O)NCC(=O)N[C@@H](C(C)C)C(=O)N[C@H](CCC(=O)O)C(=O)O)OC)=O)=O)O